(2R,3S,5R)-5-(6-amino-2-fluoro-9H-purin-9-yl)-2-(hydroxymethyl)-2-(2-methylprop-1-en-1-yl)tetrahydrofuran-3-ol NC1=C2N=CN(C2=NC(=N1)F)[C@H]1C[C@@H]([C@@](O1)(C=C(C)C)CO)O